tris(propionylmethyl acetate) iron [Fe+3].C(CC)(=O)C(C(=O)[O-])C.C(CC)(=O)C(C(=O)[O-])C.C(CC)(=O)C(C(=O)[O-])C